(2S,3S)- and (2R,3R)-3-(o-tolyl)butan-2-ol C1(=C(C=CC=C1)[C@@H]([C@H](C)O)C)C |r|